(2r,3r)-N-acetylmethyl-N-4-methoxyphenyl-2,3-epoxybutyramide C(C)(=O)CN(C([C@H]1[C@@H](C)O1)=O)C1=CC=C(C=C1)OC